COC(N[C@H](C(=O)NC=1C(N(C=CC1)CC1=NC2=C(N1)C=CC=C2)=O)CC\C=C\C(=O)N(C)C)=O Methyl-(S,E)-(1-((1-((1H-benzo[d]imidazol-2-yl)methyl)-2-oxo-1,2-dihydropyridin-3-yl)amino)-7-(dimethylamino)-1,7-dioxohept-5-en-2-yl)carbamat